bis(4-methoxy-3-isocyanatophenyl) disulfide COC1=C(C=C(C=C1)SSC1=CC(=C(C=C1)OC)N=C=O)N=C=O